p-phenylenedi(ethylcarbodiimide) C1(=CC=C(C=C1)N=C=NCC)N=C=NCC